COC1=NC=CC=C1C=1N=CC2=C(N1)C=CN2COCC[Si](C)(C)C 2-[[2-(2-methoxy-3-pyridyl)pyrrolo[3,2-d]pyrimidin-5-yl]methoxy]ethyl-trimethyl-silane